FC1CN([C@@H](C2=CC=CC=C12)C)C=O (1R)-4-fluoro-1-methyl-3,4-dihydroisoquinoline-2(1H)methanone